3-(trifluoromethyl)-5,6-dihydrospiro[cyclopenta[c]pyridine-7,4'-imidazolidine]-2',5'-dione FC(C1=CC2=C(C=N1)C1(NC(NC1=O)=O)CC2)(F)F